nickel-iron carbonate C([O-])([O-])=O.[Fe+2].[Ni+2].C([O-])([O-])=O